2-(4-Cyano-2-trifluoromethyl-phenoxy)-N-(5,6-dimethoxy-benzothiazol-2-yl)-2-(4-ethanesulfonyl-phenyl)-acetamide C(#N)C1=CC(=C(OC(C(=O)NC=2SC3=C(N2)C=C(C(=C3)OC)OC)C3=CC=C(C=C3)S(=O)(=O)CC)C=C1)C(F)(F)F